ClC1=CC=C2C(=NC=3N(C2=C1)C=NN3)N(C)C3=CC(=CC=C3)C=3C=NC(=CC3)OC 8-chloro-N-(3-(6-methoxypyridin-3-yl)phenyl)-N-methyl-[1,2,4]triazolo[4,3-a]quinazolin-5-amine